NC1=C(C=CC=C1)C1=C(C=CC(=C1)CO)C1=CC=CC=C1 (2-aminophenyl)[1,1'-biphenyl]-4-methanol